Cl.FC1=CC(=CC2=CN(N=C12)C)C1=CC2=C(C=N1)N=C(S2)NC2CC(NC(C2)(C)C)(C)C 6-(7-fluoro-2-methyl-2H-indazol-5-yl)-N-(2,2,6,6-tetramethylpiperidin-4-yl)[1,3]thiazolo[4,5-c]pyridin-2-amine hydrochloride